3-(4-Aminophenyl)-2-methoxypropanoic acid NC1=CC=C(C=C1)CC(C(=O)O)OC